n-propenamide C(C=C)(=O)N